CC(C)CCC[C@@H](C)[C@H]1CC[C@H]2[C@@H]3CCC4=CC(CC[C@]4(C)[C@H]3CC[C@]12C)=O 4-cholestene-3-one